ethyl 5-[[[[(4,6-dimethoxy-2-pyrimidinyl)amino]carbonyl]amino]-sulfonyl]-1-methyl-1H-pyrazole-4-carboxylate COC1=NC(=NC(=C1)OC)NC(=O)NS(=O)(=O)C1=C(C=NN1C)C(=O)OCC